(R)-N-[1-(2-amino-3-pyridinyl)ethyl]-5-[4-(trifluoromethyl)phenyl]naphthalene-2-carboxamide NC1=NC=CC=C1[C@@H](C)NC(=O)C1=CC2=CC=CC(=C2C=C1)C1=CC=C(C=C1)C(F)(F)F